FC(CN1N=CC(=C1)S(=O)(=O)N1N=C2C(=C1)CN(C2)C([C@H]([C@@H](C)O)C2=CC=CC=C2)=O)F (2S,3R)-1-(2-{[1-(2,2-difluoroethyl)-1H-pyrazol-4-yl]sulfonyl}-2H,4H,5H,6H-pyrrolo[3,4-c]pyrazol-5-yl)-3-hydroxy-2-phenylbutan-1-one